COC=1C=C(C=CC1OC)NC(=O)N1[C@@H](CCC1)C=1SC(=CN1)C1=CC=CC=C1 (S)-N-(3,4-dimethoxyphenyl)-2-(5-phenylthiazol-2-yl)pyrrolidine-1-carboxamide